BrC=1C=CC(=C(C1)CCNS(=O)(=O)C=1C=CC2=C(C(=C(O2)C(=O)O)C)C1)F 5-(N-(5-bromo-2-fluorophenylethyl)sulfamoyl)-3-methylbenzofuran-2-carboxylic acid